NC=1C2=C(N=CN1)NC(=C2)C=2C(=CC(=NC2)Cl)OCCO 2-[(5-{4-amino-7H-pyrrolo[2,3-d]pyrimidin-6-yl}-2-chloropyridin-4-yl)oxy]ethan-1-ol